Ethyl 4-(isopropylamino)-2-thiazol-5-yl-thieno[2,3-b]pyridine-5-carboxylate C(C)(C)NC1=C2C(=NC=C1C(=O)OCC)SC(=C2)C2=CN=CS2